ClC1=NC(=CC(=C1C=O)C(=O)N(C)C)N(C)C 2-chloro-6-(dimethylamino)-3-formyl-N,N-dimethylpyridine-4-carboxamide